C(#N)C1=CC2=C(N(C(N=C2N2C[C@H](N(C[C@@H]2C)C(=O)OC(C)(C)C)C)=O)C=2C(=NC=CC2C)C(C)C)N=C1C=1C(=NN(C1)C)C tert-butyl (2R,5S)-4-(6-cyano-7-(1,3-dimethyl-1H-pyrazol-4-yl)-1-(2-isopropyl-4-methylpyridin-3-yl)-2-oxo-1,2-dihydropyrido[2,3-d]pyrimidin-4-yl)-2,5-dimethylpiperazine-1-carboxylate